CC=1C(=NC=C(C1)C(N)=O)C(=O)O methyl-5-carbamoyl-picolinic acid